5-(1-(tert-Butoxycarbonyl)-3,3-difluoropiperidin-4-yl)-2-(3,4-dimethoxyphenyl)-3-isopropyl-1H-indole-1-carboxylic acid tert-butyl ester C(C)(C)(C)OC(=O)N1C(=C(C2=CC(=CC=C12)C1C(CN(CC1)C(=O)OC(C)(C)C)(F)F)C(C)C)C1=CC(=C(C=C1)OC)OC